tungsten-rhenium-iridium-potassium [K].[Ir].[Re].[W]